(Z)-N-cyclobutyl-3-(4-isobutyl-2-methylphenyl)propan-1-imine oxide C1(CCC1)/[N+](=C/CCC1=C(C=C(C=C1)CC(C)C)C)/[O-]